C(C(C)C)C1C(NC(CCC1)C1=NC=C(C=N1)OC(C)C)CO [3-isobutyl-7-(5-isopropoxypyrimidin-2-yl)azepan-2-yl]methanol